[NH4+].C1(=CC=CC=C1)S(=O)[O-] benzenesulfinic acid, ammonium salt